2-(difluoromethyl)-6-(methylformamido)-3',6'-dihydro-[3,4'-bipyridine]-1'(2'H)-carboxylic acid tert-butyl ester C(C)(C)(C)OC(=O)N1CCC(=CC1)C=1C(=NC(=CC1)NC(=O)C)C(F)F